N(=C=O)C=1C(=C(C=CC1)CC1=C(C=CC=C1)N=C=O)CC1=C(C=CC=C1)N=C=O ((isocyanato-phenylene)bis(methylene))bis(isocyanatobenzene)